N-(4-(4-amino-7-methyl-5-(4-((4-methylpyrimidin-2-yl)oxy)phenyl)-7H-pyrrolo[2,3-d]pyrimidin-6-yl)-5-chloro-2-methylphenyl)methacrylamide NC=1C2=C(N=CN1)N(C(=C2C2=CC=C(C=C2)OC2=NC=CC(=N2)C)C2=CC(=C(C=C2Cl)NC(C(=C)C)=O)C)C